N1=CN=C(C=2OCCNC21)N 6,7-dihydropyrimido(5,4-b)[1,4]oxazin-4-amine